icosamethylcyclodecasiloxane C[Si]1(O[Si](O[Si](O[Si](O[Si](O[Si](O[Si](O[Si](O[Si](O[Si](O1)(C)C)(C)C)(C)C)(C)C)(C)C)(C)C)(C)C)(C)C)(C)C)C